1-[2,6-bis(benzyloxy)pyridin-3-yl]-4-bromo-3H-indol-2-one C(C1=CC=CC=C1)OC1=NC(=CC=C1N1C(CC2=C(C=CC=C12)Br)=O)OCC1=CC=CC=C1